4-((tert-Butoxycarbonyl)amino)-3-(3-bromophenyl)butanoic acid ethyl ester C(C)OC(CC(CNC(=O)OC(C)(C)C)C1=CC(=CC=C1)Br)=O